C(C1CO1)OCCCCOCC1CO1 1,4-bisglycidoxybutane